ClC=1C(=C(C=C(C1)Cl)O)C=1N=NC(=CC1)N1C[C@@H](OCC1)CF 3,5-dichloro-2-[6-[(2R)-2-(fluoromethyl)morpholin-4-yl]pyridazin-3-yl]phenol